(R)-5-(5-methyl-3-(piperidin-3-ylamino)-1,2,4-triazin-6-yl)-2,3-dihydrobenzofuran-4-ol CC=1N=C(N=NC1C1=CC=C2C(CCO2)=C1O)N[C@H]1CNCCC1